N1=C(C=CC=C1)CCC(=O)N 3-(pyridin-2-yl)propionamide